4-cyclopropyl-(hydroxy)methylene-3,5-dioxacyclohexanecarboxylic acid C1(CC1)C1OC(C(CO1)C(=O)O)=CO